(R)-3-(5-fluoropyridin-3-yl)isoxazolidine FC=1C=C(C=NC1)[C@@H]1NOCC1